N-acetyl-1,4-phenylenediamine C(C)(=O)NC1=CC=C(C=C1)N